(4Z)-4-(1,3-benzoxazol-6-ylmethylene)-2-[[(1R)-1-(methoxymethyl)-3-methyl-butyl]amino]-1H-imidazol-5-one O1C=NC2=C1C=C(C=C2)\C=C\2/N=C(NC2=O)N[C@H](CC(C)C)COC